2-[6-(3,6-dihydro-2H-pyran-4-yl)-4-[(2R)-1-(4-methyl-1,2,4-triazol-3-yl)propan-2-yl]pyridin-2-yl]-4-(trifluoromethyl)-3H-isoindol-1-one O1CCC(=CC1)C1=CC(=CC(=N1)N1C(C2=CC=CC(=C2C1)C(F)(F)F)=O)[C@@H](CC1=NN=CN1C)C